(3-(4-(2,5-dioxo-2,5-dihydro-1H-pyrrol-1-yl)phenyl)propanoyl)glycylglycyl-L-phenylalanine O=C1N(C(C=C1)=O)C1=CC=C(C=C1)CCC(=O)NCC(=O)NCC(=O)N[C@@H](CC1=CC=CC=C1)C(=O)O